formyl-urea C(=O)NC(=O)N